tetrasodium ethylene-diaminetetraacetate C(CN(CC(=O)[O-])CC(=O)[O-])N(CC(=O)[O-])CC(=O)[O-].[Na+].[Na+].[Na+].[Na+]